(2'S,7R)-2'-methyl-1'-[[1-(2-methylsulfonylethyl)pyrazol-4-yl]methyl]-2-(1,1,2,2-tetrafluoroethyl)spiro[4,5-dihydrothieno[2,3-c]pyran-7,4'-piperidine]-4-ol C[C@@H]1N(CC[C@]2(C1)OCC(C1=C2SC(=C1)C(C(F)F)(F)F)O)CC=1C=NN(C1)CCS(=O)(=O)C